C(C)(C)(C)OC(=O)N1CCC(=CC1)C1=NC(=C(C=C1)OC)CO.C1(=CC=CC=C1)C(N1CCNCC1)C1=CC=CC=C1 1-(diphenylmethyl)piperazine tert-butyl-6-(hydroxymethyl)-5-methoxy-3',6'-dihydro-[2,4'-bipyridine]-1'(2'H)-carboxylate